C(C)NC1=NC(=NC=C1)N N4-ethylpyrimidine-2,4-diamine